ClC1=C(C=NC(=C1)Cl)/C=C/C(=O)OCC Ethyl (E)-3-(4,6-dichloropyridin-3-yl)acrylate